4-[6-chloro-8-fluoro-4-piperazin-1-yl-2-[1,4-diazabicyclo[3.2.1]octan-4-yl]quinazolin-7-yl]-1,3-benzothiazol-2-amine ClC=1C=C2C(=NC(=NC2=C(C1C1=CC=CC2=C1N=C(S2)N)F)N2CCN1CCC2C1)N1CCNCC1